[Cl-].COC1=NC(=NC(=N1)OC)[N+]1(CCOCC1)C 4-(4,6-dimethoxy-1,3,5-triazin-2-yl)-4-methyl-morpholin-4-ium chloride salt